(S)-N-methyl-N-((5-(5-methyl-3,4,5,6-tetrahydropyridin-2-yl)benzo[d]thiazol-2-yl)methyl)Propan-2-amine CN(C(C)C)CC=1SC2=C(N1)C=C(C=C2)C2=NC[C@H](CC2)C